2-(7-(((1R,3S)-3-hydroxy-2,2-dimethylcyclobutyl)methyl)-6,7-dihydro-5H-pyrrolo[2,3-c]pyridazin-3-yl)-3-methyl-5-(trifluoromethyl)phenol O[C@@H]1C([C@@H](C1)CN1CCC2=C1N=NC(=C2)C2=C(C=C(C=C2C)C(F)(F)F)O)(C)C